(S)-1-[(S)-1-[(4-{2-[N-Methyl(isopentyl)amino]-2-oxoethyl}-1-piperidyl)carbonyl]-2-methylpropyl]-3-isobutyl-2-piperazinone CN(C(CC1CCN(CC1)C(=O)[C@H](C(C)C)N1C([C@@H](NCC1)CC(C)C)=O)=O)CCC(C)C